ClC=1C=C(OCC(=O)N2CCOCC2)C=C(C1CC1=CC(=C(C=C1)O)C(C)C)Cl 2-(3,5-Dichloro-4-(4-hydroxy-3-isopropylbenzyl)phenoxy)-1-morpholinoethan-1-one